3-[(5-bromopyridin-3-yl) methoxy]-4-methylbenzoate BrC=1C=C(C=NC1)COC=1C=C(C(=O)[O-])C=CC1C